FC(C(=O)[O-])(F)F.NC=1C=CC2=C3C=CC(=CC3=C([N+](=C2C1)CC1=CC=C(C=C1)C(NCCNC(=O)OC(C)(C)C)=O)C1=CC=CC=C1)N 3,8-diamino-5-(4-((2-((tert-butoxycarbonyl)amino)-ethyl)carbamoyl)benzyl)-6-phenylphenanthridin-5-ium 2,2,2-trifluoroacetate